2-(cyclopropylmethyl)-N-(1-methyl-1H-pyrazol-4-yl)-1,2,3,4-tetrahydroisoquinolin-7-amine hydrochloride Cl.C1(CC1)CN1CC2=CC(=CC=C2CC1)NC=1C=NN(C1)C